ClC=1C(=NC(=NC1)NC1=CC(=C(C=C1)N1CCC2(CN(C2)C)CC1)C)NC1=C(C=CC=C1)P(C)(C)=O (2-((5-chloro-2-((3-methyl-4-(2-methyl-2,7-diazaspiro[3.5]nonan-7-yl)phenyl)amino)pyrimidin-4-yl)amino)phenyl)dimethylphosphine oxide